FC=1C=C2CC(CC2=CC1F)(C(NCC=1SC2=C(N1)C=C(C(=C2)OC)OCCC[N+]2(CCOCC2)C)=O)CC(=O)[O-] 2-[5,6-difluoro-2-[[6-methoxy-5-[3-(4-methylmorpholin-4-ium-4-yl)propoxy]-1,3-benzothiazol-2-yl]methylcarbamoyl]indan-2-yl]acetate